3-methyl-2-(methylsulfanyl)-1-tosyl-1H-indole CC1=C(N(C2=CC=CC=C12)S(=O)(=O)C1=CC=C(C)C=C1)SC